N-methyl-N-(5-fluorophenyl)methylpropanamide CN(C(CC)=O)CC1=CC=CC(=C1)F